ethyl (S)-3-amino-3-(5'-methoxy-2'-methylbiphenyl-3-yl)propanoate N[C@@H](CC(=O)OCC)C=1C=C(C=CC1)C1=C(C=CC(=C1)OC)C